C(#N)[C@H](C[C@@H]1C(NCCC1)=O)NC(=O)[C@H]1N([C@H]2CC([C@@H]1CC2)(F)F)C([C@H](CC2CCC2)NC(C(F)(F)F)=O)=O (1R,3S,4R)-N-[(1S)-1-cyano-2-[(3R)-2-oxo-3-piperidyl]ethyl]-2-[(2S)-3-cyclobutyl-2-[(2,2,2-trifluoroacetyl)amino]propanoyl]-5,5-difluoro-2-azabicyclo[2.2.2]octane-3-carboxamide